FC=1C=C(CN2C=NC3=NC=C(C=C32)C=3C(=NOC3C)C)C=C(C1)F 4-(1-(3,5-difluorobenzyl)-1H-imidazo[4,5-b]pyridin-6-yl)-3,5-dimethylisoxazole